4-(4-(6-(1-((1R,3S,4R,5S)-4-fluoro-1-methyl-9-azabicyclo[3.3.1]nonan-3-yl)vinyl)pyridazin-3-yl)-3-hydroxyphenyl)-1-methyl-1,3,5-triazin-2(1H)-one F[C@@H]1[C@@H](C[C@]2(CCC[C@@H]1N2)C)C(=C)C2=CC=C(N=N2)C2=C(C=C(C=C2)C2=NC(N(C=N2)C)=O)O